C[C@@H]1CC[C@@]2(CC[C@@]3(C(=CC[C@H]4[C@]3(CC[C@@H]5[C@@]4(C[C@H]([C@@H]([C@@]5(C)CO)O)O)C)C)[C@@H]2[C@H]1C)C)C(=O)O The molecule is a pentacyclic triterpenoid that is ursane substituted by a carboxy group at position 28 and hydroxy groups at positions 2, 3 and 23 (the 2alpha,3beta stereoisomer). It is isolated from Symplocos lancifolia and Vateria indica and exhibits anti-angiogenic activity. It has a role as an angiogenesis modulating agent and a metabolite. It is a monocarboxylic acid, a triol and a pentacyclic triterpenoid. It derives from a hydride of an ursane.